C1(CC1)C1=CC(=NN1)NC1=NC(=NC=C1)N(C1CC2(CN(C2)C)C1)C N4-(5-cyclopropyl-1H-pyrazol-3-yl)-N2-methyl-N2-(2-methyl-2-azaspiro[3.3]hept-6-yl)pyrimidine-2,4-diamine